OC1CN(C1)C(=O)O[C@@H]1CC[C@H](CC1)C(N(C[C@@H]1CC[C@H](CC1)C1=CC(=C(C=C1)OC)C)C1=NC=CC(=C1)C1=CN=C(S1)C1CC1)=O trans-4-((4-(2-Cyclopropylthiazol-5-yl)pyridin-2-yl)((trans-4-(4-methoxy-3-methylphenyl)cyclohexyl)methyl)carbamoyl)-cyclohexyl 3-hydroxyazetidine-1-carboxylate